C(C)(C)(C1=CC=CC=C1)C1=C(C=CC(=C1)C(C)(C)C1=CC=CC=C1)P(OP(O)(O)C1=C(C=C(C=C1)C(C)(C)C1=CC=CC=C1)C(C)(C)C1=CC=CC=C1)(O)O.OCC(CO)(CO)CO pentaerythritol bis-(2,4-dicumylphenyl)diphosphite